FC1=C(C=CC(=C1)F)C1=NC(=CN2C1=NC(=C(C2=O)C)C)[C@@H]2C[C@@H](OCC2)C2=CC(=NC=C2)C(C)C 9-(2,4-difluorophenyl)-7-((2R,4S)-2-(2-isopropylpyridin-4-yl)tetrahydro-2H-pyran-4-yl)-2,3-dimethyl-4H-pyrazino[1,2-a]pyrimidin-4-one